N-(3-chloro-4-fluorophenyl)-3-(3-methoxy-4-((2-methyl-6-(trifluoromethyl)pyrimidin-4-yl)oxy)phenyl)acrylamide ClC=1C=C(C=CC1F)NC(C=CC1=CC(=C(C=C1)OC1=NC(=NC(=C1)C(F)(F)F)C)OC)=O